FC=1C=C(C=C(C1[C@@H]1N([C@@H](CC2=C1NC1=CC=CC=C21)C)CC(F)(F)F)F)N[C@@H]2CN(C[C@H]2F)CCCF trans-N-(3,5-difluoro-4-((1S,3R)-3-methyl-2-(2,2,2-Trifluoroethyl)-2,3,4,9-tetrahydro-1H-pyrido[3,4-b]indol-1-yl)phenyl)-4-fluoro-1-(3-fluoropropaneyl)pyrrolidin-3-amine